(2S)-4-hydroxy-1-(6-oxo-6-undecoxy-hexyl)pyrrolidine-2-carboxylic acid [5-(1-octylnonyloxy)-5-oxo-pentyl] ester C(CCCCCCC)C(CCCCCCCC)OC(CCCCOC(=O)[C@H]1N(CC(C1)O)CCCCCC(OCCCCCCCCCCC)=O)=O